FC(S(=O)(=O)OC1=CC2=C(N(CC(CS2(=O)=O)(CCCC)CCCC)C2=CC=CC=C2)C=C1OC)(F)F 3,3-dibutyl-7-methoxy-1,1-dioxido-5-phenyl-2,3,4,5-tetrahydro-1,5-benzothiazepin-8-yl trifluoromethanesulfonate